C(C(=C)C)(=O)OCCC(C(CC)C)C 3,4-dimethyl-1-hexyl methacrylate